(E)-3-(pyridin-3-yl)-1-(2,3,4-trimethoxyphenyl)prop-2-en-1-one N1=CC(=CC=C1)/C=C/C(=O)C1=C(C(=C(C=C1)OC)OC)OC